C1(CC1)C1=CN=C(NC1=O)C1=CC(CC1)N1CCN(CC1)C1=NC=C(C#N)C=C1 6-(4-(3-(5-cyclopropyl-6-oxo-1,6-dihydropyrimidin-2-yl)cyclopent-2-en-1-yl)piperazin-1-yl)nicotinonitrile